4-cyclopropyl-5-(dibenzylamino)pentan-1-ol C1(CC1)C(CCCO)CN(CC1=CC=CC=C1)CC1=CC=CC=C1